BrC=1N=C2N(CCN(C2)C(=O)C2=CN(CCS2)C=2C3=C(N=CN2)NC=C3C)C1 (2-bromo-5,6-dihydroimidazo[1,2-a]pyrazin-7(8H)-yl)(4-(5-methyl-7H-pyrrolo[2,3-d]pyrimidin-4-yl)-3,4-dihydro-2H-1,4-thiazin-6-yl)methanone